methyl 4-(6-chloroquinoxalin-2-yl)benzoate ClC=1C=C2N=CC(=NC2=CC1)C1=CC=C(C(=O)OC)C=C1